C1CCC2=C(C=3CCCC3C=C12)NC(=O)NS(=O)(=O)C1=CC2=C(CCCC=3C2=NNC3)O1 N-((1,2,3,5,6,7-hexahydro-s-indacen-4-yl)carbamoyl)-2,4,5,6-tetrahydrofuro[2',3':6,7]cyclohepta[1,2-c]pyrazole-8-sulfonamide